21-acetoxy-17α-hydroxypregn-4-ene-3,20-dione C(C)(=O)OCC([C@]1(CC[C@H]2[C@@H]3CCC4=CC(CC[C@]4(C)[C@H]3CC[C@]12C)=O)O)=O